C[C@H]1[C@H]2[C@H](C[C@@H]3[C@@]2(CC[C@H]4[C@H]3CC=C5[C@@]4(CC[C@@H](C5)O[C@H]6[C@@H]([C@H]([C@@H]([C@H](O6)CO)O[C@H]7[C@@H]([C@H]([C@@H]([C@H](O7)CO)O)O[C@H]8[C@@H]([C@H]([C@@H]([C@H](O8)CO)O)O)O)O)O)O[C@H]9[C@@H]([C@@H]([C@H]([C@@H](O9)C)O)O)O)C)C)O[C@]11CC[C@@](O1)(C)CO The molecule is a steroid saponin that is avenacoside B lacking the 26-O-glucosyl residue. It has a role as a metabolite. It is a steroid saponin, a tetrasaccharide derivative, a spiroketal and a hexacyclic triterpenoid. It derives from a nuatigenin and an avenacoside B.